ethyl 1-[(6-{6,6-difluoro-3-azabicyclo[3.1.0]hexan-3-yl}-2-(hydroxymethyl)pyridin-3-yl)methyl]-1H-1,2,3-triazole-4-carboxylate FC1(C2CN(CC12)C1=CC=C(C(=N1)CO)CN1N=NC(=C1)C(=O)OCC)F